CN1C(NC=C1)=O 3-methyl-imidazol-2-one